2-(2-(4-Chlorophenyl)propyl)-3-methylpyridine ClC1=CC=C(C=C1)C(CC1=NC=CC=C1C)C